((2R,3R)-3-(2-chlorobenzyl)-1,4-dioxaspiro[4.4]non-2-yl)methanol tert-butyl-((1R)-1-(3-((R or S)-1,1-difluoro-2-hydroxy-2-methylbutyl)-2-fluorophenyl)ethyl)carbamate C(C)(C)(C)N(C(=O)OC[C@H]1OC2(O[C@@H]1CC1=C(C=CC=C1)Cl)CCCC2)[C@H](C)C2=C(C(=CC=C2)C([C@](CC)(C)O)(F)F)F |o1:35|